N1=CC=CC2=CC(=CC=C12)S(=O)(=O)O quinoline-6-sulfonic acid